(R)-8-(1-aminoethyl)-3,6-dimethyl-2-(3-methyloxetan-3-yl)quinazolin-4(3H)-one N[C@H](C)C=1C=C(C=C2C(N(C(=NC12)C1(COC1)C)C)=O)C